2-(6-acetylpyridin-3-yl)-10-hydroxy-7,7-dimethyl-5,12b-dihydro-1H,7H-chromeno[4,3-c][1,2,4]triazolo[1,2-a]pyridazine-1,3(2H)-dione C(C)(=O)C1=CC=C(C=N1)N1C(N2N(CC=C3C2C=2C=CC(=CC2OC3(C)C)O)C1=O)=O